C(#N)C1C(CC1)C(=O)N1CC=2N=C(SC2C1)NC(=O)C=1C=NC(=CC1C1=C(C=CC=C1)OC)C (Racemic)-N-[5-(2-cyanocyclobutanecarbonyl)-4H,5H,6H-pyrrolo[3,4-d][1,3]thiazol-2-yl]-4-(2-methoxyphenyl)-6-methylpyridine-3-carboxamide